6-(2-chlorophenyl)-2-[(4-{[2-(dimethylamino)ethyl](ethyl)amino}phenyl)amino]imidazo[1,2-a]pyrimido[5,4-e]pyrimidin-5(6H)-one ClC1=C(C=CC=C1)N1C=2N(C3=C(C1=O)C=NC(=N3)NC3=CC=C(C=C3)N(CC)CCN(C)C)C=CN2